(S)-2-(4-((3-Chloro-2,4-difluorophenyl)(methyl)carbamoyl)-3-(6-methyl-4-(trifluoromethyl)pyridin-2-yl)-2-oxoimidazolidin-1-yl)ethyl sulfamate S(N)(OCCN1C(N([C@@H](C1)C(N(C)C1=C(C(=C(C=C1)F)Cl)F)=O)C1=NC(=CC(=C1)C(F)(F)F)C)=O)(=O)=O